butyl-hydroxyLoxytoluene C(CCC)C(C1=CC=CC=C1)OO